1-tert-butyl 6-methyl 5-chloro-2-oxoindoline-1,6-dicarboxylate ClC=1C=C2CC(N(C2=CC1C(=O)OC)C(=O)OC(C)(C)C)=O